(biphenylyl){[di(biphenylyl)triazinyl]phenyl}indolocarbazole C1(=C(C=CC=C1)C=1C(=C2C(=CC1)N=C1C=CC3=C4C=CC=CC4=NC3=C12)C1=C(C=CC=C1)C1=NN=NC(=C1C1=C(C=CC=C1)C1=CC=CC=C1)C1=C(C=CC=C1)C1=CC=CC=C1)C1=CC=CC=C1